C(C1=CC=CC=C1)N1C[C@@H](CCC1)C1=CC=NC=2N1N=C(C2)N2C[C@@H](CC2)NC (R)-1-(7-((R)-1-benzylpiperidin-3-yl)pyrazolo[1,5-a]pyrimidin-2-yl)-N-methylpyrrolidin-3-amine